6-(1H-imidazol-1-yl)-4-(2-methoxyethoxy)picolinic acid HCl Cl.N1(C=NC=C1)C1=CC(=CC(=N1)C(=O)O)OCCOC